ethanesulfonic acid, dimethylphenyl-sulfonium salt C[S+](C1=CC=CC=C1)C.C(C)S(=O)(=O)[O-]